OCCC=C(C(=O)O)C.C(C(=C)C)(=O)O.C(C(=C)C)(=O)O.C(CO)O ethylene glycol dimethacrylate 2-hydroxyethylmethacrylate